CN1C(NN=C1)=O (E)-4-methyl-2,4-dihydro-3H-1,2,4-triazol-3-one